8-(5-(2-(dimethylamino)ethoxy)-2-fluorophenyl)-N2-(6-morpholinylpyridin-3-yl)pyrido[3,4-d]pyrimidine-2,4-diamine CN(CCOC=1C=CC(=C(C1)C1=NC=CC2=C1N=C(N=C2N)NC=2C=NC(=CC2)N2CCOCC2)F)C